1,3,5-tribromo-2,4,6-tripropylbenzene BrC1=C(C(=C(C(=C1CCC)Br)CCC)Br)CCC